OCC(CC1=NC=CC=C1)NC([O-])=O [1-(hydroxymethyl)-2-(2-pyridyl)ethyl]carbamate